C(CCCC)(=O)C1=CC=C(C=C1)NC(=O)C=1C(N(C2=CC=CC=C2C1O)CCCCCC)=O 1-hexyl-4-hydroxy-2-oxo-1,2-dihydroquinoline-3-carboxylic acid (4-pentanoyl-phenyl)-amide